(1r,3r,5r,7r)-adamantan-2-ol C12C(C3CC(CC(C1)C3)C2)O